4-nitro-5-(p-toluylamino)thiophene-2-carboxylic acid ethyl ester C(C)OC(=O)C=1SC(=C(C1)[N+](=O)[O-])NC1=CC=C(C=C1)C